2-(5-methyl-1,2,4-oxadiazol-3-yl)-morpholine CC1=NC(=NO1)C1CNCCO1